BrC=1N=C(N(C1C=O)COCC[Si](C)(C)C)C 4-bromo-2-methyl-1-((2-(trimethylsilyl)ethoxy)methyl)-1H-imidazole-5-carbaldehyde